N1=CNC(C2=C1C=CO2)=O Furano[3,2-d]pyrimidin-4(3H)-one